C1(CC1)C1=NC=NC(=C1C=1N=CC2=C(N1)C(=CN2)CC2=CC(=C(C(=C2)F)C=2N(C=C(N2)C(F)(F)F)C)F)OC 2-(4-cyclopropyl-6-methoxy-pyrimidin-5-yl)-7-[[3,5-difluoro-4-[1-methyl-4-(trifluoromethyl)imidazol-2-yl]phenyl]methyl]-5H-pyrrolo[3,2-d]pyrimidine